C(=O)O.C(C)OC1=CC=2N(C=C1C(=O)NC=1N=NC(=C(C1)C)N1C[C@@H](NCC1)C)C=C(N2)C (S)-7-ethoxy-2-methyl-N-(5-methyl-6-(3-methylpiperazin-1-yl)pyridazin-3-yl)imidazo[1,2-a]pyridine-6-carboxamide formate